C1NCCC12OCCN(C2)C(=O)[O-] 6-oxa-2,9-diazaspiro[4.5]decane-9-carboxylate